2-methyl-3-hydroxy-6-butyl-1,4-naphthoquinone CC=1C(C2=CC=C(C=C2C(C1O)=O)CCCC)=O